1-Bromo-2-chloro-1,1,2-trifluoroethane BrC(C(F)Cl)(F)F